N-[4-[2-chloro-3-(4-methylpiperazin-1-yl)phenoxy]-6-(o-tolyl)pyrimidin-2-yl]-1-methyl-pyrazole-4-sulfonamide ClC1=C(OC2=NC(=NC(=C2)C2=C(C=CC=C2)C)NS(=O)(=O)C=2C=NN(C2)C)C=CC=C1N1CCN(CC1)C